C(=O)C=1C(=NC=CC1NC(OC(C)(C)C)=O)C tert-butyl (3-formyl-2-methylpyridin-4-yl)carbamate